NC1=C(C(=NC=N1)N1CC(C(CC1)C(F)(F)F)N1C(C(CCC1)NC1=CC(=CC(=C1)Cl)Cl)=O)F Trans-1'-(6-amino-5-fluoropyrimidin-4-yl)-3-(3,5-dichlorophenylamino)-4'-(trifluoromethyl)-1,3'-bipiperidin-2-one